2-(4-((tert-butoxycarbonyl)amino)bicyclo[2.2.2]octan-1-yl)thiazole-4-carboxylic acid C(C)(C)(C)OC(=O)NC12CCC(CC1)(CC2)C=2SC=C(N2)C(=O)O